Ethyl 5-(N-(6-chloro-4-hydroxychroman-3-yl)sulfamoyl)-2-methyl-1H-pyrrole-3-carboxylate ClC=1C=C2C(C(COC2=CC1)NS(=O)(=O)C1=CC(=C(N1)C)C(=O)OCC)O